3',6'-dihydro-7'H-spiro[azepane-4,8'-dipyrrolo[2,3-b:3',2'-d]pyridin]-7'-one C1=CNC2=NC=C3C(=C21)C2(C(N3)=O)CCNCCC2